ClC=1C=C(C(=NC1OC(F)F)C)NC(=O)NC=1C=NC2=CC=C(N=C2C1[C@@H](C)OC)Cl (R)-N-(5-chloro-6-(difluoromethoxy)-2-methylpyridin-3-yl)-N'-(6-chloro-4-(1-methoxyethyl)-1,5-naphthyridin-3-yl)urea